F[C@H]1CN(CC[C@H]1NC1=CC=CN2C(=C(C=C12)C#CCNC1=C(C=C(C=C1)C(NC)=O)OC)CC(F)(F)F)C(=O)OC(C)(C)C (3S,4R)-tert-butyl 3-fluoro-4-((2-(3-((2-methoxy-4-(methylcarbamoyl)phenyl)amino)prop-1-yn-1-yl)-3-(2,2,2-trifluoroethyl)indolizin-8-yl)amino)piperidine-1-carboxylate